6-(6-(difluoromethoxy)pyridin-3-yl)-2-((6-hydroxypyridin-3-yl)methyl)pyridazin-3(2H)-one FC(OC1=CC=C(C=N1)C=1C=CC(N(N1)CC=1C=NC(=CC1)O)=O)F